NC1=CC=C2C(OC(C2=C1)=O)CC1=C(C=C(C=C1)OC(F)(F)F)Cl 6-amino-3-(2-chloro-4-(trifluoromethoxy)benzyl)isobenzofuran-1(3H)-one